(2S)-3-(4-cyanophenyl)-2-[9H-fluoren-9-ylmethoxycarbonyl-(methyl)amino]propionic acid C(#N)C1=CC=C(C=C1)C[C@@H](C(=O)O)N(C)C(=O)OCC1C2=CC=CC=C2C=2C=CC=CC12